(2-amino-3-(3-(4-(((2-fluorophenyl)amino)methyl)benzyl) isoxazol-5-yl)pyridin-1-ium-1-yl)methyl hydrogen phosphate P(=O)(OC[N+]1=C(C(=CC=C1)C1=CC(=NO1)CC1=CC=C(C=C1)CNC1=C(C=CC=C1)F)N)(O)[O-]